C(C)(C)OC=1C=CC2=C(NC(=N2)C2=CC(=CN2)C(=O)C2=C(C=CC=C2)C(F)(F)F)C1 [5-(6-isopropoxy-1H-benzimidazol-2-yl)-1H-pyrrol-3-yl]-[2-(trifluoromethyl)phenyl]methanone